C(C)S(=O)(=O)C=1C(=NC(=CC1)C1=CC=C(C=C1)OC(F)(F)F)C=1C=NC=2N(C1)N=C(C2)C(F)(F)F 6-(3-(ethylsulfonyl)-6-(4-(trifluoromethoxy)phenyl)pyridin-2-yl)-2-(trifluoromethyl)pyrazolo[1,5-a]pyrimidine